C(C)(C)(C)OC(=O)N1CC2(CC(C1)C2)C(=O)O 3-(tert-butoxycarbonyl)-3-azabicyclo[3.1.1]heptane-1-carboxylic acid